COC1=C(C=C(C=N1)[C@@H](CC)NC(=O)C=1C=C(N2C1COCC2)C(=O)N2[C@H](CCC2)C)C(F)(F)F 6-((S)-2-methyl-pyrrolidine-1-carbonyl)-3,4-dihydro-1H-pyrrolo[2,1-c][1,4]oxazine-8-carboxylic acid [(R)-1-(6-methoxy-5-trifluoromethyl-pyridin-3-yl)-propyl]-amide